Cl.C(C)C(C(=O)OC1=C(C=CC=C1)OC(C(CC)CC)=O)CC phenylene bis(2-ethylbutanoate) hydrochloride